C(C)N(C(\C=C\C1=CC=C(C=C1)C)=O)CCSC (E)-N-Ethyl-N-(2-methylsulfanylethyl)-3-(p-tolyl)prop-2-enamid